O=C1NC(CCC1NC(C1=CN=CC=C1)=O)=O N-(2,6-dioxopiperidin-3-yl)nicotinamide